2,3-dimethoxycarbazoleterephthalic acid COC1=C(C=2NC3=CC=CC=C3C2C=C1OC)C1=CC(=CC=C1C(=O)O)C(=O)O